Cl.C1CCC2=CC(=CC=C12)C#N dihydro-1H-indene-5-carbonitrile hydrochloride